ethyl (2-(3-(3-((1-cyclopropyl-2,2,2-trifluoroethyl)carbamoyl)-1H-1,2,4-triazol-5-yl)phenyl)oxazole-5-carbonyl)-L-valinate C1(CC1)C(C(F)(F)F)NC(=O)C1=NNC(=N1)C=1C=C(C=CC1)C=1OC(=CN1)C(=O)N[C@@H](C(C)C)C(=O)OCC